ClC=1C=C(C=CC1OCC1COCC1)NC1=NC=NC2=CC=C(C=C12)C1CNCCC1 N-[3-chloro-4-(tetrahydrofuran-3-ylmethoxy)phenyl]-6-(3-piperidyl)quinazolin-4-amine